O=C1NC(CCC1N1C(N(C2=C1C=CC(=C2)NCCCCCC(=O)O)C)=O)=O 6-((1-(2,6-dioxopiperidin-3-yl)-3-methyl-2-oxo-2,3-dihydro-1H-benzo[d]imidazol-5-yl)amino)hexanoic acid